O1C[C@H](CC1)OC(N[C@@H](CC(C)C)C(=O)N[C@H](C(C(=O)NC1CC1)=O)CC1=CC=CC=C1)=O ((1S)-1-((((1S)-1-benzyl-3-(cyclopropylamino)-2,3-dioxopropyl)amino)carbonyl)-3-methylbutyl)carbamic acid (3S)-tetrahydrofuran-3-yl ester